N-[3-cyano-1-(2-methoxyethyl)pyrrolo[3,2-b]pyridin-5-yl]-N-(2-cyclopropyl-4-iodo-5-methylphenyl)but-2-ynamide C(#N)C1=CN(C=2C1=NC(=CC2)N(C(C#CC)=O)C2=C(C=C(C(=C2)C)I)C2CC2)CCOC